Tert-butyl 3-((2-(1-(2,5-difluorophenyl)-4-(trimethylsilyl) but-3-yn-1-yl)-2H-indazol-6-yl) ethynyl)-3-methylpiperidine-1-carboxylate FC1=C(C=C(C=C1)F)C(CC#C[Si](C)(C)C)N1N=C2C=C(C=CC2=C1)C#CC1(CN(CCC1)C(=O)OC(C)(C)C)C